COC1=C(C=C(C=C1)\C=C\C)OC (E)-1,2-dimethoxy-4-(prop-1-en-1-yl)benzene